S-isopropyl 3-[3-(6-cyano-5-(methylthio)pyridin-3-yl)-5,5-dimethyl-4-oxo-2-thioxoimidazolidin-1-yl]thiopropanoate C(#N)C1=C(C=C(C=N1)N1C(N(C(C1=O)(C)C)CCC(=O)SC(C)C)=S)SC